NC=1SC2=C(N1)C(=CC=C2F)B(O)O (2-amino-7-fluorobenzo[d]thiazol-4-yl)boronic acid